C(C1=CC=CC=C1)O[C@@H]1[C@H](N(C[C@@H]([C@H]1OCC1=CC=CC=C1)OCC1=CC=CC=C1)CCC1=CC=C(C=C1)OC1COCCC1)C (2R,3R,4R,5S)-3,4,5-tris(benzyloxy)-2-methyl-1-(4-((tetrahydro-2H-pyran-3-yl)oxy)phenethyl)piperidine